ethyl (S)-2-(tert-butoxy)-2-(7-(4-chlorophenyl)-5-methyl-2-(3-(1-(oxetan-3-yl)piperidin-4-yl)-1H-indazol-5-yl)benzo[d]thiazol-6-yl)acetate C(C)(C)(C)O[C@H](C(=O)OCC)C1=C(C2=C(N=C(S2)C=2C=C3C(=NNC3=CC2)C2CCN(CC2)C2COC2)C=C1C)C1=CC=C(C=C1)Cl